BrC=1C=C(CN2CCCC2)C=CC1 1-(3-bromobenzyl)pyrrolidin